O1CCN(C2=C1C=CC=C2)NC(=O)C=2C=NC1=C(C(=CC=C1C2N2CCOCC2)F)C2=C(C(=CC(=C2)F)F)F N-(2,3-dihydro-1,4-benzoxazin-4-yl)-7-fluoro-4-morpholino-8-(2,3,5-trifluorophenyl)quinoline-3-carboxamide